naphthyl salicylate C(C=1C(O)=CC=CC1)(=O)OC1=CC=CC2=CC=CC=C12